1-((2S)-2-(azidomethyl)-7-fluoro-2,3-dihydrobenzo[b][1,4]dioxin-5-yl)ethan-1-amine N(=[N+]=[N-])C[C@H]1COC2=C(O1)C=C(C=C2C(C)N)F